3,6-dimethyl-1,2,4,5-benzenetetracarboxylic acid CC1=C(C(=C(C(=C1C(=O)O)C(=O)O)C)C(=O)O)C(=O)O